C(C)(C)(C)C1=C(C(=CC(=C1)C(C)(C)C)C(C)C)O 2,4-di-tert-butyl-6-isopropylphenol